tert-butyl 2-(2-(difluoromethyl)-5-methoxypyridin-4-yl)-4-(3-oxomorpholino)benzoate FC(C1=NC=C(C(=C1)C1=C(C(=O)OC(C)(C)C)C=CC(=C1)N1C(COCC1)=O)OC)F